BrC=1N(C(=CN1)C(=O)OCC)COCC[Si](C)(C)C ethyl 2-bromo-1-((2-(trimethylsilyl) ethoxy) methyl)-1H-imidazole-5-carboxylate